6-(3-(2-(1-(5-methoxypyridin-3-yl)cyclobutoxy)acetyl)-3,8-diazabicyclo[3.2.1]octan-8-yl)nicotinonitrile COC=1C=C(C=NC1)C1(CCC1)OCC(=O)N1CC2CCC(C1)N2C2=NC=C(C#N)C=C2